C(C=C)(=O)N1CCC(CC1)NC=1C=C2C(=NC=NC2=CC1OC)NC1=C(C=C(OC2=CC(=NC=C2)N2CC(C2)C#N)C=C1)F 1-(4-(4-((6-((1-acryloylpiperidin-4-yl)amino)-7-methoxyquinazolin-4-yl)amino)-3-fluorophenoxy)pyridin-2-yl)azetidine-3-carbonitrile